propionhydroxamic acid C(CC)(=O)NO